1-oxopropan-2-ol trifluoroacetate FC(C(=O)O)(F)F.O=CC(C)O